[C@H]12COC[C@@H]2C1N1N=CC=2C(C1=O)=NN(C2OC(F)F)CC2=C(C=CC=C2)F 6-((1R,5S,6r)-3-oxabicyclo[3.1.0]hexan-6-yl)-3-(difluoromethoxy)-2-(2-fluorobenzyl)-2,6-dihydro-7H-pyrazolo[3,4-d]pyridazin-7-one